C1(=CC=CC2=CC3=CC=CC=C3C=C12)CC(C(=O)O)=C.C(C(=C)C)(=O)OCC1=CC=CC=C1 benzyl methacrylate anthracenemethacrylate